heptacosan-1-yl heptacosanoate C(CCCCCCCCCCCCCCCCCCCCCCCCCC)(=O)OCCCCCCCCCCCCCCCCCCCCCCCCCCC